2-(4-(4-butyl-1H-1,2,3-triazol-1-yl)phenyl)-5-(isoquinolin-5-yl)-1,3,4-oxadiazole C(CCC)C=1N=NN(C1)C1=CC=C(C=C1)C=1OC(=NN1)C1=C2C=CN=CC2=CC=C1